5,7-Difluoro-N-[1-[3-(triazol-2-yl)pyrazin-2-yl]ethyl]-1,2-benzoxazol-3-amine FC=1C=C(C2=C(C(=NO2)NC(C)C2=NC=CN=C2N2N=CC=N2)C1)F